P(OS(=O)(=O)C)(OOC)=O mesyl methoxy phosphonate